4-[4-cyano-6-[1-[(2S)-2-hydroxypropyl]pyrazol-4-yl]-2-methylindazol-3-yl]-N-[[(1R*)-2,2-difluorocyclopropyl]methyl]-2-(difluoromethoxy)-6-methoxybenzamide C(#N)C=1C2=C(N(N=C2C=C(C1)C=1C=NN(C1)C[C@H](C)O)C)C1=CC(=C(C(=O)NC[C@@H]2C(C2)(F)F)C(=C1)OC)OC(F)F |o1:29|